C(#N)CCN(C(CC(C)C)C)C(CC(C)C)C N-(2-cyanoethyl)-N,N-di(1,3-dimethylbutyl)-amine